3,3-difluoro-2-oxoindolin-5-yl-4-guanidinobenzoate hydrochloride Cl.FC1(C(NC2=CC=C(C=C12)OC(C1=CC=C(C=C1)NC(=N)N)=O)=O)F